C(=O)C1CC(CCC1)=CO 1-formyl-3-hydroxymethylenecyclohexane